2-[2-amino-9-[(2,6-difluorophenyl)methyl]purin-6-yl]pyridine-4-carbonitrile NC1=NC(=C2N=CN(C2=N1)CC1=C(C=CC=C1F)F)C1=NC=CC(=C1)C#N